FC(C(CC[Si](C)(C)C)(O)C1=CC=C2C(=CC=NC2=C1)C(=O)OC)(F)F methyl 7-(1,1,1-trifluoro-2-hydroxy-4-(trimethylsilyl)butan-2-yl)quinoline-4-carboxylate